4-Methoxy-7-(1-methyl-1H-pyrazol-4-yl)-3H-imidazo[4,5-c]pyridin COC1=NC=C(C2=C1NC=N2)C=2C=NN(C2)C